C(C)(C)C1CCN(CC1)C1=NC=C(C=N1)C1(C2CC3(CC(CC1C3)C2)N)N 4-(2-(4-isopropylpiperidin-1-yl)pyrimidin-5-yl)adamantane-1,4-diamine